C(CCCCCCC\C=C/CCCCCCCC)NP(=O)(NCCNCCO)NCCCCCCCC\C=C/CCCCCCCC Bis((Z)-octadeca-9-en-1-yl)(2-((2-hydroxyethyl)amino)ethyl)phosphoramide